FC(C1CCC(CC1)NC(=O)C1CCN(CC1)C(=O)C1=NNC(=C1)C1=CC(=NC=C1)OC)F N-((1r,4r)-4-(difluoromethyl)cyclohexyl)-1-(5-(2-methoxypyridin-4-yl)-1H-pyrazole-3-carbonyl)piperidine-4-carboxamide